(R)-5-(4-cyanophenyl)-2-(4,4-difluoroazepan-1-yl)-4-methyl-N-(3-(S-methylsulfonimidoyl)phenyl)nicotinamide C(#N)C1=CC=C(C=C1)C=1C=NC(=C(C(=O)NC2=CC(=CC=C2)[S@@](=O)(=N)C)C1C)N1CCC(CCC1)(F)F